(hydroxyimino)spiro[bicyclo[2.2.1]heptane-2,1'-cyclohexan] ON=C1C2(CCCC1)C1CCC(C2)C1